5-(dimethylamino)-2-methyl-5-oxo-dimethylvalerate CN(C(CC(C(C(=O)[O-])(C)C)C)=O)C